ClC=1N=CC2=C(C=CC(=C2C1)C(F)(F)F)N1[C@@H]([C@H](C1)CS(=O)(=O)C)C 3-chloro-8-((2R,3S)-2-methyl-3-(methylsulfonylmethyl)azetidin-1-yl)-5-(trifluoromethyl)isoquinoline